COC1=CC=C(CN2C([C@H](OC=CC2)C)=O)C=C1 (R)-4-(4-methoxybenzyl)-2-methyl-1,4-oxazepin-3-one